FC1=C(C=CC(=C1OC)F)Br 2,4-difluoro-3-methoxy-1-bromobenzene